Isopropyl ((2S,4R)-6-(3-acetamidophenyl)-1-acetyl-2-methyl-1,2,3,4-tetrahydroquinolin-4-yl)carbamate C(C)(=O)NC=1C=C(C=CC1)C=1C=C2[C@@H](C[C@@H](N(C2=CC1)C(C)=O)C)NC(OC(C)C)=O